CC1=C(C2=CC=CC(=C2C=C1)OC)OC 2-methyl-1,5-dimethoxynaphthalene